C(C)OC(=O)C=1OC(=NN1)C=1C(=NC=C(C1)C#N)N1CCCC1 5-(5-Cyano-2-(pyrrolidin-1-yl)pyridin-3-yl)-1,3,4-oxadiazole-2-carboxylic acid ethyl ester